C(C(C)C)[C@H]1C(NC[C@H]2N1C([C@@H](N(C2)CCCC(C)C)CCSC)=O)=O (3S,6S,9aR)-6-isobutyl-2-(4-methylpentyl)-3-(2-(methylthio)ethyl)hexahydro-4H-pyrazino[1,2-a]pyrazine-4,7(6H)-dione